C(C(C)(C)C)N1C=C(C2=CC=C(C=C12)C1CCOCC1)[C@@H](C)NS(=O)(=O)C1CC1 |o1:20| (R or S)-N-(1-(1-neopentyl-6-(tetrahydro-2H-pyran-4-yl)-1H-indol-3-yl)ethyl)cyclopropanesulfonamide